2-(4,5-dihydro-1H-imidazol-2-yl)phenol N1C(=NCC1)C1=C(C=CC=C1)O